((naphthalen-1-yloxy)methyl)-5-(1H-tetrazol-5-yl)pyridine C1(=CC=CC2=CC=CC=C12)OCC1=NC=C(C=C1)C1=NN=NN1